2-bromo-2,2-difluoro-acetic acid ethyl ester C(C)OC(C(F)(F)Br)=O